ClC1=C(C=C(C=2C(=C3N(C12)CCN(C3)C(CO)=O)C=3C=NNC3)NCC#N)Cl 2-[[6,7-Dichloro-2-(2-hydroxyacetyl)-10-(1H-pyrazol-4-yl)-3,4-dihydro-1H-pyrazino[1,2-a]indol-9-yl]amino]acetonitrile